C[SiH](C)OC methyl dimethylsilyl ether